C(C)C(CN(C(C(C)C)=O)CC(CCCC)CC)CCCC N,N-di-(2-ethylhexyl)isobutyramide